N-(cyclopropanecarbonyl)-N-[4-[3-[4-phenyl-1-(2-trimethylsilylethoxymethyl)imidazol-2-yl]Chroman-6-yl]Oxopyrimidin-2-yl]Cyclopropanecarboxamide C1(CC1)C(=O)N(C(=O)C1CC1)C=1N=CC(C(N1)C=1C=C2CC(COC2=CC1)C=1N(C=C(N1)C1=CC=CC=C1)COCC[Si](C)(C)C)=O